divinyl-oxybutane C(=C)OC(C(C)OC=C)C